FS(F)(F)(F)(F)C=C1CC(OCC1)(C1=CC=CC=C1)C1=CC=CC=C1 4-((Pentafluoro-λ6-sulfanyl)-methylen)-2,2-diphenyltetrahydro-2H-pyran